triethoxyn-hexylsilane C(C)OC(CCCCC[SiH3])(OCC)OCC